FC=1C=C2C(CC3(N(C2=CC1)C)CCN(CC3)C(=O)NCC3=CC(=C(C=C3)F)C(C)(C)O)=O 6'-fluoro-N-(4-fluoro-3-(2-hydroxypropan-2-yl)benzyl)-1'-methyl-4'-oxo-3',4'-dihydro-1'H-spiro[piperidine-4,2'-quinoline]-1-carboxamide